COC(=O)C1CCC(CC1)NC1=NC(=NC=C1N)NC1CCOCC1.C(C1=CC=CC=C1)N(C(C)=O)C1C(CC(C1)O[Si](C1=CC=CC=C1)(C1=CC=CC=C1)C(C)(C)C)O N-benzyl-N-(4-((tert-butyldiphenylsilyl)oxy)-2-hydroxycyclopentyl)acetamide Methyl-(1s,4s)-4-((5-amino-2-((tetrahydro-2H-pyran-4-yl)amino)pyrimidin-4-yl)amino)cyclohexane-1-carboxylate